C(C)N(C1=CC=C2C=C(C(NC2=C1)=O)C=NO)CC 7-(diethylamino)-2-oxo-1,2-dihydroquinoline-3-formaldoxime